4'-hydroxy-7-methoxyflavanone (4-(4-((3-(3,6-difluoropyridin-2-yl)-1-((1r,4r)-4-ethoxycyclohexyl)-1H-pyrazol-4-yl)carbamoyl)thiazol-2-yl)-1H-pyrazol-1-yl)methyl-L-valinate FC=1C(=NC(=CC1)F)C1=NN(C=C1NC(=O)C=1N=C(SC1)C=1C=NN(C1)CN[C@@H](C(C)C)C(=O)O)C1CCC(CC1)OCC.OC1=CC=C(C2OC3=CC(=CC=C3C(C2)=O)OC)C=C1